ClC=1C=C(C=CC1)C(CC1=CC=CC=C1)(F)F (S)-2-(3-chlorophenyl)-2,2-difluoro-1-phenylethane